4-{[(2R,6S)-2,6-dimethylmorpholin-4-yl]methyl}piperidin C[C@@H]1CN(C[C@@H](O1)C)CC1CCNCC1